FC1=CC=C(C=C1)C(C(=O)NC1=NC=CC(=C1)C1=C(C=2C(N(C=C(C2N1)CC(F)(F)F)C)=O)C1=CC=CC=C1)C (-)-2-(4-fluorophenyl)-N-{4-[5-methyl-4-oxo-3-phenyl-7-(2,2,2-trifluoroethyl)-4,5-dihydro-1H-pyrrolo[3,2-c]pyridin-2-yl]pyridin-2-yl}propanamide